tert-butyl N-[3-cyano-1'-[5-fluoro-2-methylsulfinyl-6-[(3S)-3-hydroxy-3-methyl-1-piperidyl]pyrimidin-4-yl]spiro[5,6-dihydrocyclopenta[b]thiophene-4,3'-azetidine]-2-yl]carbamate C(#N)C=1C2=C(SC1NC(OC(C)(C)C)=O)CCC21CN(C1)C1=NC(=NC(=C1F)N1C[C@@](CCC1)(C)O)S(=O)C